C1(CCCC1)C1=CC(=C2C=NC(=NN21)N[C@H]2[C@@H](CN(CC2)CC(F)(F)F)O)F (3R,4R)-4-((7-cyclopentyl-5-fluoropyrrolo[2,1-f][1,2,4]triazin-2-yl)amino)-1-(2,2,2-trifluoroethyl)piperidin-3-ol